Ethyl 3-(3-(6-(acetylthio)-5,5-dimethyl-1-((tetrahydro-2H-pyran-2-yl)oxy)hexyl)phenyl)propanoate C(C)(=O)SCC(CCCC(OC1OCCCC1)C=1C=C(C=CC1)CCC(=O)OCC)(C)C